O1N=COC=C1 1,4,2-Dioxazin